C12CCCC2C1CS {bicyclo[3.1.0]hexan-6-yl}methanethiol